4-(3-methoxycarbonyl-4-pyridinyl)-3-methyl-piperazine-1-carboxylic acid tert-butyl ester C(C)(C)(C)OC(=O)N1CC(N(CC1)C1=C(C=NC=C1)C(=O)OC)C